N1C=C(C2=CC=CC=C12)CCNC1=CC(C=2C=CC=NC2C1=O)=O 7-((2-(1H-Indol-3-yl)ethyl)amino)quinoline-5,8-dione